ClCCCOC1=C(C=C2C(=C(C=NC2=C1)C#N)NC1=C(C=C(C(=C1)OC)Cl)Cl)OC 7-(3-chloropropoxy)-4-[(2,4-dichloro-5-methoxyphenyl)amino]-6-methoxy-3-cyanoquinoline